3-mercapto-1-(1,3,4,9-tetrahydro-b-carbolin-2-yl)-propan-1-one SCCC(=O)N1CC=2NC3=CC=CC=C3C2CC1